nitrogen, ammonium salt [NH4+].[N+3]